3-(1-methyl-6-(4-(piperidine-4-carbonyl)piperazin-1-yl)-1H-indazol-3-yl)piperidine-2,6-dione CN1N=C(C2=CC=C(C=C12)N1CCN(CC1)C(=O)C1CCNCC1)C1C(NC(CC1)=O)=O